FC=1C=C(C=C(C1)F)S(=O)(=O)NC=1C=C2C(=NN(C2=CC1)C1OCCCC1)\C=C\C1=NC=CC=C1 (E)-3,5-difluoro-N-(3-(2-(pyridin-2-yl)vinyl)-1-(tetrahydro-2H-pyran-2-yl)-1H-indazol-5-yl)benzenesulfonamide